COCCSC1=CC=C(S1)C(=O)NCC1=CC=C(C=C1)C(F)(F)F 5-((2-methoxyethyl)thio)-N-(4-(trifluoromethyl)benzyl)thiophene-2-carboxamide